tert-butyl (3S)-3-(2-methyloxazol-4-yl)isoxazolidine-2-carboxylate CC=1OC=C(N1)[C@H]1N(OCC1)C(=O)OC(C)(C)C